2-[1-(3-bromophenyl)cyclopropyl]-2-hydroxy-N-[(methylaminothiocarbonyl)amino]acetamide BrC=1C=C(C=CC1)C1(CC1)C(C(=O)NNC(=S)NC)O